N-(3-benzoylphenyl)-1-(3-cyanophenyl)-3-(trifluoromethyl)-1H-pyrazole-5-carboxamide C(C1=CC=CC=C1)(=O)C=1C=C(C=CC1)NC(=O)C1=CC(=NN1C1=CC(=CC=C1)C#N)C(F)(F)F